1-[5-{[(5-Chloro-2-fluorophenyl)(2H2)methyl]oxy}-1-(cyclopentylmethyl)-1H-pyrazol-3-yl]-N-methylmethanamine Hydrochloride Cl.ClC=1C=CC(=C(C1)C(OC1=CC(=NN1CC1CCCC1)CNC)([2H])[2H])F